COC1=C(C(=CC=C1)OC)C1=CN(C2=NC(=CC=C21)NC(=O)[C@H]2[C@@H](C2)CN(C)C)COCC[Si](C)(C)C trans-N-(3-(2,6-dimethoxyphenyl)-1-((2-(trimethylsilyl)ethoxy)methyl)-1H-pyrrolo[2,3-b]pyridin-6-yl)-2-((dimethylamino)methyl)cyclopropane-1-carboxamide